C(C1=CC=CC=C1)NC(=O)C1(CCC(CC1)(F)F)N(C(CCl)=O)C1=CC(=C(C=C1)OC)Cl N-Benzyl-1-(2-chloro-N-(3-chloro-4-methoxyphenyl)acetamido)-4,4-difluoro-cyclohexane-1-carboxamide